FC=1C(=NC=CC1)C=NO 3-FLUORO-2-PYRIDINALDOXIME